N-(3-(Aminomethyl)benzyl)-N'-benzyl-1,2-ethandiamin NCC=1C=C(CNCCNCC2=CC=CC=C2)C=CC1